diisobutyl perylene-3,10-dicarboxylate C1=CC(=C2C=CC=C3C4=CC=CC=5C(=CC=C(C1=C23)C45)C(=O)OCC(C)C)C(=O)OCC(C)C